2-(4-ethoxy-3-methoxyphenyl)oxazol C(C)OC1=C(C=C(C=C1)C=1OC=CN1)OC